(1r,4r)-N1-(5-Methyl-4-(6-phenyl-7-(trifluoromethyl)imidazo[1,2-a]pyridin-3-yl)pyrimidin-2-yl)cyclohexane-1,4-diamine CC=1C(=NC(=NC1)NC1CCC(CC1)N)C1=CN=C2N1C=C(C(=C2)C(F)(F)F)C2=CC=CC=C2